3-((7-(5-(2-(cyclopropylmethoxy)-4-fluorophenoxy)pyrimidin-4-yl)-2,7-diazaspiro[4.4]non-2-yl)methyl)-1H-indole-6-carboxamide C1(CC1)COC1=C(OC=2C(=NC=NC2)N2CC3(CCN(C3)CC3=CNC4=CC(=CC=C34)C(=O)N)CC2)C=CC(=C1)F